CC1=C(C(CC=C1)(C)C)C1OCC(O1)C=O 2-(2,6,6-trimethylcyclohexa-1,3-dien-1-yl)-1,3-dioxolane-4-carbaldehyde